FC(C1(COC1)OC(OC1=C(C(=C(C(=C1F)F)F)F)F)=O)(F)F Carbonic acid pentafluorophenyl ester 3-trifluoromethyl-oxetan-3-yl ester